(E)-3-(4-(tert-butyl)benzyl)-4-(4-(tert-butyl)phenyl)but-3-enoic acid C(C)(C)(C)C1=CC=C(C/C(/CC(=O)O)=C\C2=CC=C(C=C2)C(C)(C)C)C=C1